1-(5-bromo-3-pyridyl)-5-(hydroxymethyl)-6-oxo-pyridazine-3-carboxylic acid BrC=1C=C(C=NC1)N1N=C(C=C(C1=O)CO)C(=O)O